FC1=C(C(=CC=C1)F)N1N=C(C(=C1)NC1=CC=C(C=C1)C(NC1CCOCC1)=O)C(=O)N 1-(2,6-difluorophenyl)-4-((4-((tetrahydro-2H-pyran-4-yl)carbamoyl)phenyl)amino)-1H-pyrazole-3-carboxamide